Methyl-(3S)-1-(4-{7-cyclopropyl-3-methyl-5-[(1R)-1-methyl-1,2,3,4-tetrahydroisoquinoline-2-carbonyl]-3H-imidazo[4,5-b]pyridin-2-yl}-3-fluorophenyl)pyrrolidine-3-carboxylic acid CC1N(CC[C@@H]1C(=O)O)C1=CC(=C(C=C1)C1=NC=2C(=NC(=CC2C2CC2)C(=O)N2[C@@H](C3=CC=CC=C3CC2)C)N1C)F